3-fluoro-4-methyl-1-N-((perfluorophenyl)sulfonyl)benzamide FC=1C=C(C(=O)NS(=O)(=O)C2=C(C(=C(C(=C2F)F)F)F)F)C=CC1C